tert-butyl 4-bromo-3-chloro-5,7-dimethyl-1H-indole-1-carboxylate BrC1=C2C(=CN(C2=C(C=C1C)C)C(=O)OC(C)(C)C)Cl